(R)-6-chloro-3-((1-(2-cyano-3-(3,4-dihydro-2,6-naphthyridin-2(1H)-yl)-7-methylquinoxalin-5-yl)ethyl)amino)picolinic acid ClC1=CC=C(C(=N1)C(=O)O)N[C@H](C)C1=C2N=C(C(=NC2=CC(=C1)C)C#N)N1CC2=CC=NC=C2CC1